ClC=1C(=C(CN2[C@@H](C[C@@](CC2)(C(=O)O)CC2=NC(=CC(=C2F)C2CCC2)NC2=NNC(=C2)C)C)C=CC1)F (2R,4R)-1-(3-chloro-2-fluorobenzyl)-4-((4-cyclobutyl-3-fluoro-6-((5-methyl-1H-pyrazol-3-yl)amino)-pyridin-2-yl)methyl)-2-methyl-piperidine-4-carboxylic acid